O1C(CCCC1)N1N=CC=C1C=1C=CC=C2C(C=COC12)=O 8-(1-(tetrahydro-2H-pyran-2-yl)-1H-pyrazol-5-yl)-4H-chromen-4-one